1-bromo-4-chloro-2-(trifluoromethyl)benzene BrC1=C(C=C(C=C1)Cl)C(F)(F)F